ClC=1C=CC(=C(C1)C1=CC(=CN=N1)NC1=CC=NC2=CC(=CC=C12)OCCN1CCN(CC1)CCNS(=O)(=O)C)F N-[2-(4-{2-[(4-{[6-(5-chloro-2-fluorophenyl)pyridazin-4-yl]amino}quinolin-7-yl)oxy]-ethyl}piperazin-1-yl)ethyl]-methanesulfonamide